5-Methyl-hexanoic acid (2,6-dimethyl-4-morpholin-4-yl-phenyl)-amide CC1=C(C(=CC(=C1)N1CCOCC1)C)NC(CCCC(C)C)=O